C1(CC1)CNC(=O)C1=NNC2=CC(=CC=C12)C=1C=C(C(=NC1)OC[2H])C(=O)NCCC(=O)OC(C)(C)C tert-butyl 3-[(5-{3-[(cyclopropyl-methyl)carbamoyl]-1H-indazol-6-yl}-2-(deutero)methoxypyridin-3-yl)formamido]propanoate